N1=C(NC2=C1C=CC=C2)C=2C(OC1=CC(=CC=C1C2)N(CC)CC)=O 3-(2-benzimidazolyl)-7-(diethylamino)-coumarin